C1(=CC=CC=C1)P(C1=NC=C(C=C1)C1=CC=C2C=CC3=CC=CC4=CC=C1C2=C34)(C3=CC=CC=C3)=O diphenyl(5-(pyren-1-yl)pyridin-2-yl)phosphine oxide